ClC=1C=C(C=CC1F)C1=NC2=CC(=C(C=C2C(=N1)N)O)OC (3-chloro-4-fluorophenyl)-6-hydroxy-7-methoxy-4-quinazolinamine